2-(1-(4-amino-3-(3-fluoro-4-methoxyphenyl)-1H-pyrazolo[3,4-d]pyrimidin-1-yl)propyl)-3-cyclopropyl-6,7-difluoroquinazolin-4(3H)-one NC1=C2C(=NC=N1)N(N=C2C2=CC(=C(C=C2)OC)F)C(CC)C2=NC1=CC(=C(C=C1C(N2C2CC2)=O)F)F